((2-ethyl-6-methoxy-1,2,3,4-tetrahydroisoquinolin-7-yl)amino)-5-((2-fluoro-6-methylphenyl)amino)-1,2,4-triazine-6-carboxamide C(C)N1CC2=CC(=C(C=C2CC1)OC)NC=1N=NC(=C(N1)NC1=C(C=CC=C1C)F)C(=O)N